(4-fluoropyrrolidin-3-yl)carbamic acid benzyl ester C(C1=CC=CC=C1)OC(NC1CNCC1F)=O